5-(2-ethylpiperazin-1-yl)-7-methyl-2,3-dihydro-1,4-benzodioxine C(C)C1N(CCNC1)C1=CC(=CC=2OCCOC21)C